[C@@H]1([C@H](O)[C@@H](O)[C@H](O)[C@H](O1)CO)NC(=O)N[C@H]1[C@H](O)[C@@H](O)[C@H](O)[C@H](O1)CO N,N'-di-β-d-glucopyranosylurea